tert-butyl 7-(1-((6-methoxy-2-methyl-2H-pyrazolo[3,4-b]pyridin-5-yl)carbamoyl)-2,3-dihydro-1H-pyrrolo[2,3-b]pyridin-4-yl)-4,7-diazaspiro[2.5]octane-4-carboxylate COC=1C(=CC=2C(N1)=NN(C2)C)NC(=O)N2CCC=1C2=NC=CC1N1CCN(C2(CC2)C1)C(=O)OC(C)(C)C